C1CCC2=NC3=CC=CC=C3C(=C2C1)NCCCCCCCNC4=C5CCCCC5=NC6=CC=CC=C64 The molecule is a secondary amino compound consisting of two molecules of tacrine that are linked together through their exocyclic amino groups by a heptane-1,7-diyl chain. Bis(7)-tacrine is an acetylcholinesterase (AChE)inhibitor (IC50 0.40 nM, >1,000 times more potent than tacrine). It has also been found to protect against H2O2 -induced apoptosis in rat pheochromocytoma cells. It has a role as an EC 3.1.1.7 (acetylcholinesterase) inhibitor, a neuroprotective agent, an EC 1.14.13.39 (nitric oxide synthase) inhibitor and an apoptosis inhibitor. It derives from a tacrine.